C(#C)C1(CC(C1)(F)F)NC(C(=O)O)=O 2-((1-ethynyl-3,3-difluorocyclobutyl)amino)-2-oxoacetic acid